arginine nitrate salt [N+](=O)(O)[O-].N[C@@H](CCCNC(N)=N)C(=O)O